Diethoxy(methyl)vinylsilan C(C)O[SiH](C=CC)OCC